C(CCC)C1CC=C(CC1)C(CC=O)C 3-(4-n-butylcyclohex-1-en-1-yl)butanal